N-(2-methoxy-6-(2-methyl-2H-1,2,3-triazol-4-yl)pyridin-3-yl)formamide COC1=NC(=CC=C1NC=O)C1=NN(N=C1)C